C(C)N1N=C(C=C1C1=NN=CN1CC1=CC=C(C=C1)OC)C 3-(2-ethyl-5-methyl-pyrazol-3-yl)-4-[(4-methoxyphenyl)methyl]-1,2,4-triazole